C1(=CC=CC=C1)C=1C=C(C=2N(C1)C=C(N2)C=2C=C(C=CC2)C)C2=CC=CC=C2 6,8-diphenyl-2-(m-tolyl)imidazo[1,2-a]pyridine